[79BrH] The molecule is the stable isotope of bromine with relative atomic mass 78.918338, 50.69 atom percent natural abundance and nuclear spin 3/2.